ethyl 4-chloro-2-oxo-1-phenyl-7-(trifluoromethyl)-1,2-dihydro-1,8-naphthyridine-3-carboxylate ClC1=C(C(N(C2=NC(=CC=C12)C(F)(F)F)C1=CC=CC=C1)=O)C(=O)OCC